N1(CCNCC1)C1=CC(=CC(=N1)OCC1=C(C#N)C=CC=C1)C(F)(F)F (((6-(piperazin-1-yl)-4-(trifluoromethyl)pyridin-2-yl)oxy)methyl)benzonitrile